C1(=CC=CC=C1)CCCCBr 4-phenyl-bromobutane